N-(2-((3R,5S)-3,5-dimethylpiperazin-1-yl)ethyl)-6-(5-(6-methylpyridin-2-yl)-1H-imidazol-4-yl)quinolin-3-amine C[C@@H]1CN(C[C@@H](N1)C)CCNC=1C=NC2=CC=C(C=C2C1)C=1N=CNC1C1=NC(=CC=C1)C